N-(benzyloxy)-N-(2-((tert-butyldimethylsilyl)oxy)ethyl)-5-((5-(4-(trifluoromethyl)phenyl)oxazol-2-yl)amino)picolinamide C(C1=CC=CC=C1)ON(C(C1=NC=C(C=C1)NC=1OC(=CN1)C1=CC=C(C=C1)C(F)(F)F)=O)CCO[Si](C)(C)C(C)(C)C